(E)-1-methyl-3-(4-methylstyryl)-2,5-diphenylpyridine iodonium salt [IH2+].CN1C(C(=CC(=C1)C1=CC=CC=C1)\C=C\C1=CC=C(C=C1)C)C1=CC=CC=C1